5-(2,6-dimethoxypyrimidin-4-yl)-2-{3-[(3S)-3-(propan-2-yl)piperazin-1-yl]-1,2,4-triazin-6-yl}phenol COC1=NC(=CC(=N1)C=1C=CC(=C(C1)O)C1=CN=C(N=N1)N1C[C@@H](NCC1)C(C)C)OC